(3R)-3-(3-chloro-5-methyl-pyrazolo[1,5-a]pyrimidin-6-yl)oxy-2-methyl-butan-2-ol ClC=1C=NN2C1N=C(C(=C2)O[C@@H](C(C)(O)C)C)C